6-chloro-2-[(S)-2-methylmorpholine-4-carbonyl]-1,2,3,4-tetrahydroisoquinoline ClC=1C=C2CCN(CC2=CC1)C(=O)N1C[C@@H](OCC1)C